C1(CCCC1)C1=CC(=NN1)NC1=CC=NC=2N1C=CN2 N-(5-cyclopentyl-1H-pyrazol-3-yl)imidazo[1,2-a]pyrimidin-5-amine